C(#N)C[C@@H]1CN(CCN1)C1CN(C1)C1=CC(=NC(=C1C#N)C(F)(F)F)N1CCC(CC1)C1=C(C=NN1C)C (R)-4-(3-(3-(cyanomethyl)piperazin-1-yl)azetidin-1-yl)-6-(4-(1,4-dimethyl-1H-pyrazol-5-yl)piperidin-1-yl)-2-(trifluoromethyl)nicotinonitrile